10-fluoro-6-(2-(pyrrolidin-1-yl)ethylamino)-12H-thiochromeno[2,3-c]quinolin-12-one FC1=CC=2C(C3=C(C(=NC4=CC=CC=C34)NCCN3CCCC3)SC2C=C1)=O